C(#N)C1=CC(=C(C=C1)C=1C=2N(C(=CC1)C[C@@H](C(=O)OC)NC(C1=C(C=C(C=C1F)N[C@@H](C(F)(F)F)C1=CC=CC=C1)F)=O)C=CN2)C(F)(F)F methyl (S)-3-(8-(4-cyano-2-(trifluoromethyl)phenyl)imidazo[1,2-a]pyridin-5-yl)-2-(2,6-difluoro-4-(((R)-2,2,2-trifluoro-1-phenylethyl)amino)benzamido)propanoate